3-benzyl-6-(4-methoxybenzyl)-2,3,4,6-tetrahydropyrido[3,4-c][1,8]naphthyridin-5(1H)-one C(C1=CC=CC=C1)N1CC=2C(N(C=3N=CC=CC3C2CC1)CC1=CC=C(C=C1)OC)=O